bis[2-(methyldimethoxysilyl)1-ethyl-1,3-butanedione] platinum (II) [Pt+2].C[Si](C(C(=O)CC)C(C)=O)(OC)OC.C[Si](C(C(=O)CC)C(C)=O)(OC)OC